3-(5-cyclopropyl-4-(3,4-dihydro-2H-pyran-6-yl)isoxazol-3-yl)-1-isopropyl-1H-pyrazolo[4,3-c]pyridin-4-amine C1(CC1)C1=C(C(=NO1)C1=NN(C2=C1C(=NC=C2)N)C(C)C)C2=CCCCO2